CCCCCCCCCC=CC(=CC=CC=CC=CC(=O)O)O 9-HydroxyEicosapentaenoic Acid